(S)-4-((3-((dimethylamino)methyl)-4-(tetrahydrofuran-3-yl)phenyl)amino)-7-(7-fluoroimidazo[1,2-a]pyridin-3-yl)-1,2-dihydro-3H-pyrrolo[3,4-c]pyridin-3-one CN(C)CC=1C=C(C=CC1[C@H]1COCC1)NC1=NC=C(C2=C1C(NC2)=O)C2=CN=C1N2C=CC(=C1)F